3-methyl-2-(2-methylpyridin-3-yl)-1H-indole-5-carbonitrile CC1=C(NC2=CC=C(C=C12)C#N)C=1C(=NC=CC1)C